6-[1-(2-Fluoro-6-methyl-phenyl)-piperidin-4-yl]-2-methyl-2,4,6,7-tetrahydro-pyrazolo[4,3-d]pyrimidin-5-one FC1=C(C(=CC=C1)C)N1CCC(CC1)N1C(NC=2C(C1)=NN(C2)C)=O